Methyl 2-((2-(5-(3-((tert-butoxycarbonyl)amino)-6-methoxypyridin-2-yl)pentyl)-4-fluorophenyl) amino)-5-(trifluoromethyl)nicotinate C(C)(C)(C)OC(=O)NC=1C(=NC(=CC1)OC)CCCCCC1=C(C=CC(=C1)F)NC1=C(C(=O)OC)C=C(C=N1)C(F)(F)F